1-(4-(4-(2-methoxyethoxy)phenyl)piperazin-1-yl)-3-phenylpropan-1-one COCCOC1=CC=C(C=C1)N1CCN(CC1)C(CCC1=CC=CC=C1)=O